(R)-tert-butyl ((1-(6-amino-3-isopropoxy-2-(trifluoromethyl)phenyl)piperidin-3-yl)methyl)(methyl)carbamate NC1=CC=C(C(=C1N1C[C@@H](CCC1)CN(C(OC(C)(C)C)=O)C)C(F)(F)F)OC(C)C